1-(4-bromophenyl)-5,5-dimethylimidazolidine-2,4-dione BrC1=CC=C(C=C1)N1C(NC(C1(C)C)=O)=O